CC([C@H](C(=O)OC)NC(=O)N1CC2(CC1)CCC(CC2)NC=2C=NN(C2)CCO)C methyl (R)-3-methyl-2-{(5s,8S)-8-[1-(2-hydroxyethyl)-4-pyrazolylamino]-2-aza-2-spiro[4.5]decylcarbonylamino}butyrate